BrC=1C=C(C(=NC1)C1(CC2(CO2)C1)C#N)F 5-(5-bromo-3-fluoropyridin-2-yl)-1-oxaspiro[2.3]hexane-5-carbonitrile